4-((2'S,3S,4'S,5'R)-1-((1s,3R)-3-carboxycyclobutyl)-6-chloro-4'-(3-chloro-2-Fluorophenyl)-2'-neopentylspiro[indoline-3,3'-pyrrolidine]-5'-carboxamido)-3-methoxybenzoic acid C(=O)(O)C1CC(C1)N1C[C@@]2([C@@H](N[C@H]([C@@H]2C2=C(C(=CC=C2)Cl)F)C(=O)NC2=C(C=C(C(=O)O)C=C2)OC)CC(C)(C)C)C2=CC=C(C=C12)Cl